(2R,4R)-N-(2-(cyclohexylamino)-2-oxo-1-(pyridin-3-yl)ethyl)-4-hydroxy-N-(2-methyl-1H-benzo[d]imidazol-6-yl)pyrrolidine-2-carboxamide C1(CCCCC1)NC(C(C=1C=NC=CC1)N(C(=O)[C@@H]1NC[C@@H](C1)O)C=1C=CC2=C(NC(=N2)C)C1)=O